1-(Tert-butyl)-3-(5-(3-butyl-4-oxo-3,4-dihydro-quinazolin-6-yl)pyridin-2-yl)urea C(C)(C)(C)NC(=O)NC1=NC=C(C=C1)C=1C=C2C(N(C=NC2=CC1)CCCC)=O